2-(5-methoxy-4-methyl-1H-indol-3-yl)-2-oxoacetyl chloride COC=1C(=C2C(=CNC2=CC1)C(C(=O)Cl)=O)C